2-(4-(cyclopropanecarbonyl)piperazin-1-yl)-N-hydroxyacetamide C1(CC1)C(=O)N1CCN(CC1)CC(=O)NO